2-[cyclopropanecarbonyl-(2,6-difluoro-4-pyridyl)amino]-N-(2,2-dimethyl-cyclobutyl)-5-methyl-thiazole-4-carboxamide C1(CC1)C(=O)N(C=1SC(=C(N1)C(=O)NC1C(CC1)(C)C)C)C1=CC(=NC(=C1)F)F